methylbenzylamino-N,N-dimethyllauramide CC(C(=O)N(C)C)(CCCCCCCCCC)NCC1=CC=CC=C1